[S].C1(=CC=CC=C1)S(=O)(=O)OCCCCCCCCCCCC.[Na] sodium dodecyl benzenesulfonate sulfur